F[C@H]1[C@@H]2C=C[C@H](C[C@H]1OC=1N=NC(=CN1)C1=C(C=C(C=C1)C1=CC(=NC=C1)OC)O)N2 2-(3-(((1S,2S,3R,5S)-2-fluoro-8-azabicyclo[3.2.1]oct-6-en-3-yl)oxy)-1,2,4-triazin-6-yl)-5-(2-methoxypyridin-4-yl)phenol